CC1(CCN(CC1)C=1C(=NC=CC1)[N+](=O)[O-])NC(OC(C)(C)C)=O Tert-butyl (4-methyl-1-(2-nitropyridin-3-yl)piperidin-4-yl)carbamate